C(CC(O)(C(=O)[O-])CC(=O)[O-])(=O)OC citric acid, monomethyl ester